CC(C(CC)=O)CC=C(C)C 4,7-dimethyloct-6-en-3-one